3,4,5-trifluoro-phenylboronate FC=1C=C(C=C(C1F)F)B([O-])[O-]